[1,3-bis(2,4,6-trimethylphenyl)imidazolidin-2-ylidene]-dichloro-[(2-isopropoxy-5-nitro-phenyl)methylene]Ruthenium CC1=C(C(=CC(=C1)C)C)N1C(N(CC1)C1=C(C=C(C=C1C)C)C)=[Ru](=CC1=C(C=CC(=C1)[N+](=O)[O-])OC(C)C)(Cl)Cl